N1,N1',N1''-(benzene-1,3,5-triyltris(methylene))tris(ethane-1,2-diamine) C1(=CC(=CC(=C1)CNCCN)CNCCN)CNCCN